FC1=C(C(=CC=C1)OCC#C)C1CC(=NO1)C=1N=C(SC1)C1CCN(CC1)C(C)=O 1-[4-(4-{5-[2-fluoro-6-(prop-2-yn-1-yloxy)phenyl]-4,5-dihydro-1,2-oxazol-3-yl}-1,3-thiazol-2-yl)piperidin-1-yl]-ethanone